ClC1=C(C=CC(=C1)F)C1N(CCC1)C1=CC=C(C(=O)N[C@H](C)\C=C\S(=O)(=O)C)C=C1 4-(2-(2-chloro-4-fluorophenyl)pyrrolidin-1-yl)-N-((R,E)-4-(methylsulfonyl)but-3-en-2-yl)benzamide